(1H-indol-3-yl)-6-(1H-indol-6-yl)-3,4-dihydroisoquinoline-2(1H)-carboxamide N1C=C(C2=CC=CC=C12)C1N(CCC2=CC(=CC=C12)C1=CC=C2C=CNC2=C1)C(=O)N